3-bromo-6-(piperidin-1-yl)pyrazin-2(1H)-one BrC=1C(NC(=CN1)N1CCCCC1)=O